(R)-1-(1-(3-Chloro-4-(4-hydroxyquinazolin-5-yl)phenyl)-2-hydroxyethyl)-3-(2-ethynylthiazol-4-yl)urea ClC=1C=C(C=CC1C1=C2C(=NC=NC2=CC=C1)O)[C@H](CO)NC(=O)NC=1N=C(SC1)C#C